(4-(4-chlorophenyl)piperidin-4-yl)-4-(trifluoromethoxy)benzenesulfonimidamide ClC1=CC=C(C=C1)C1(CCNCC1)C1=C(C=CC(=C1)OC(F)(F)F)S(=O)(N)=N